N-(5-chloro-1-ethyl-2-oxo-3-(pyridin-2-ylmethyl)indolin-3-yl)-4-methylbenzenesulfonamide ClC=1C=C2C(C(N(C2=CC1)CC)=O)(CC1=NC=CC=C1)NS(=O)(=O)C1=CC=C(C=C1)C